tert-butyl 4-((4-(2-(2,6-dioxopiperidin-3-yl)-1-oxoisoindolin-5-yl)-1,4-diazepan-1-yl)methyl)piperidine-1-carboxylate O=C1NC(CCC1N1C(C2=CC=C(C=C2C1)N1CCN(CCC1)CC1CCN(CC1)C(=O)OC(C)(C)C)=O)=O